3-((1R,5S)-3-(6-(1-methyl-1H-pyrazol-4-yl)pyrrolo[2,1-f][1,2,4]triazin-4-yl)-3,8-diazabicyclo[3.2.1]octan-8-yl)cyclobutane-1-carbonitrile CN1N=CC(=C1)C=1C=C2C(=NC=NN2C1)N1C[C@H]2CC[C@@H](C1)N2C2CC(C2)C#N